1-{1-[(tert-butoxy)carbonyl]piperidin-4-yl}-1H-pyrazole-4-carboxylic acid C(C)(C)(C)OC(=O)N1CCC(CC1)N1N=CC(=C1)C(=O)O